C(CCCCCCCCC)(=O)OCOC(=O)N(C1C2CCC(C1C1=CC=CC=C1)C2)CC N-(Decanoyloxymethoxy-carbonyl)-(-)-N-ethyl-3-phenylbicyclo[2.2.1]heptan-2-amine